C(N)(OC[C@H]1CN(CC1)C1=NC=C(N=C1)SC1=C(C(=CC=C1)N)Cl)=O (R)-((1-(5-((3-amino-2-chlorophenyl) thio) pyrazin-2-yl) pyrrolidin-3-yl) methyl) carbamate